2,3-dihydrothieno[3,4-b][1,4]dioxine-5-carboxylic acid O1C=2C(OCC1)=C(SC2)C(=O)O